BrC1=CC=C(C=C1)N(C1=C(C=C(C=C1)O)F)C 4-((4-bromophenyl)(methyl)amino)-3-fluorophenol